(2S,4R)-6-chloro-4-hydroxy-N-(3-{5-[(1s,3R)-3-(trifluoromethoxy)cyclobutyl]-1,3,4-oxadiazol-2-yl}bicyclo[1.1.1]pentan-1-yl)-3,4-dihydro-2H-1-benzopyran-2-carboxamide ClC=1C=CC2=C([C@@H](C[C@H](O2)C(=O)NC23CC(C2)(C3)C=3OC(=NN3)C3CC(C3)OC(F)(F)F)O)C1